1-[3-[4-hydroxy-5-methyl-2-[2-(3-pyridyl)ethyl]pyrazol-3-yl]-1H-1,2,4-triazol-5-yl]-6-methyl-imidazo[1,5-a]pyrazine-3-carboxamide OC1=C(N(N=C1C)CCC=1C=NC=CC1)C1=NNC(=N1)C=1N=C(N2C1C=NC(=C2)C)C(=O)N